N-(2,3,4-trifluorobenzyl)butanamide FC1=C(CNC(CCC)=O)C=CC(=C1F)F